Cyclohexyl-(4-(((2S,3R,4R,5S)-3,4,5-trihydroxy-2-(hydroxymethyl)piperidin-1-yl)methyl)piperidin-1-yl)methanone C1(CCCCC1)C(=O)N1CCC(CC1)CN1[C@H]([C@H]([C@@H]([C@H](C1)O)O)O)CO